(2R,5R)-2-Chloro-7-oxo-1,6-diazabicyclo[3.2.1]octan-6-yl-hydrogensulfat Cl[C@H]1N2C(N([C@H](CC1)C2)OS(=O)(=O)O)=O